S1C=2N(N=C1C1=CC=C(C(=O)OC)C=C1)C=CN2 methyl 4-(imidazo[2,1-b][1,3,4]thiadiazol-2-yl)benzoate